BrCCOCCOCCOCCOCCNC(OC(C)(C)C)=O tert-butyl (14-bromo-3,6,9,12-tetraoxatetradecyl)carbamate